N-(4-((10H-benzo[b]pyrido[2,3-e][1,4]oxazin-4-yl)oxy)-3-fluorophenyl)-5-(3,5-difluorophenyl)-4-oxo-1-((tetrahydro-2H-pyran-4-yl)methyl)-1,4-dihydropyridine-3-carboxamide N1=CC=C(C2=C1NC1=C(O2)C=CC=C1)OC1=C(C=C(C=C1)NC(=O)C1=CN(C=C(C1=O)C1=CC(=CC(=C1)F)F)CC1CCOCC1)F